Methylammonium Thiocyanate [S-]C#N.C[NH3+]